C(CCC\C=C/C\C=C/C\C=C/C\C=C/CCCCC)(=O)O arachidonic Acid